[4-(benzyloxy)-2-chloropyridin-3-yl]methanol C(C1=CC=CC=C1)OC1=C(C(=NC=C1)Cl)CO